C(#N)C1=CC=C(C2=C1CCO2)N2C(=C(CC1=C(N=CC(=C21)C)OC(F)F)C(=O)O)C 4-cyano-2,3-dihydrobenzofuran-7-yl-5-(difluoromethoxy)-2,8-dimethyl-1,4-dihydro-1,6-naphthyridine-3-carboxylic acid